ClC=1C=CC(=C(C1)C1=CC(=C(N=N1)COCCO)NC1=CC(=NC=N1)NC(=O)C1CC(C1)N1CCC(CC1)C(=O)[O-])F 1-{3-[(6-{[6-(5-chloro-2-fluorophenyl)-3-[(2-hydroxyethoxy)methyl]pyridazin-4-yl]amino}pyrimidin-4-yl)carbamoyl]cyclobutyl}piperidine-4-carboxylate